C1(=CC=CC=C1)S(=O)(=O)C1=CC=C(C=C1)S(=O)(=O)C1=CC=CC=C1 1,4-diphenylsulfonylbenzene